4-(2,4-difluorophenyl)-6,7-dimethyl-2-((2R)-2-((3S)-tetrahydro-3-furanyl)-4-morpholinyl)pteridine FC1=C(C=CC(=C1)F)C1=NC(=NC2=NC(=C(N=C12)C)C)N1C[C@H](OCC1)[C@@H]1COCC1